BrC1C(C2=C(C(=CC=C2C1)F)Cl)=O 2-bromo-7-chloro-6-fluoro-2,3-dihydro-1H-inden-1-one